(+/-)-1-(3-fluoro-5-methoxyphenyl)-N2,N2-dimethylethane-1,2-diamine FC=1C=C(C=C(C1)OC)[C@H](CN(C)C)N |r|